(S)-2-(4-((5-bromothiophene-2-sulfonamido)methyl)-1H-1,2,3-triazol-1-yl)-N-hydroxy-3-(1H-indol-3-yl)propenamide BrC1=CC=C(S1)S(=O)(=O)NCC=1N=NN(C1)C(C(=O)NO)=CC1=CNC2=CC=CC=C12